OCC1CC(C1)C=1C=NC(=NC1)NC([O-])=O [5-[3-(hydroxymethyl)cyclobutyl]pyrimidin-2-yl]carbamate